3,4-diphenyl-5-methylisoxazole C1(=CC=CC=C1)C1=NOC(=C1C1=CC=CC=C1)C